chloro-2-methoxypyrido[3,4-d]pyrimidin-4-yl-2,4,6-triisopropylbenzenesulfonate ClC=1C(=C(C(=C(C1C(C)C)S(=O)(=O)[O-])C(C)C)C=1C2=C(N=C(N1)OC)C=NC=C2)C(C)C